(3R,4R)-1-(6-chloro-1-((R)-1-(5-chloropyridin-2-yl)ethyl)-1H-benzo[d]imidazol-2-yl)-4-fluoropiperidin-3-amine hydrochloride Cl.ClC=1C=CC2=C(N(C(=N2)N2C[C@H]([C@@H](CC2)F)N)[C@H](C)C2=NC=C(C=C2)Cl)C1